C(C)(=O)O[C@H]1[C@@H](SC2=CC(=CC(=C2)Cl)Cl)O[C@@H]([C@@H]([C@@H]1N1N=NC(=C1)C=1SC=CN1)OC(C)=O)COC(C)=O 3,5-dichlorophenyl 2,4,6-tri-O-acetyl-3-deoxy-3-[4-(2-thiazolyl)-1H-1,2,3-triazol-1-yl]-1-thio-α-D-galactopyranoside